O(C=1C=C(C(C(=O)O)=CC1)C(=O)O)C1=C(C(C(=O)O)=CC=C1)C(=O)O 3,4'-oxydiphthalic acid